6'-ethoxymethoxy-4'-methyl-2-oxo-6-(trifluoromethyl)-1,2-dihydro[1,3'-bipyridyl]-3-carboxamide C(C)OCOC1=CC(=C(C=N1)N1C(C(=CC=C1C(F)(F)F)C(=O)N)=O)C